COC1=C(C=CC=C1)S(=O)(=O)Cl 2-methoxy-benzenesulfonyl chloride